C(C)OC(C[C@@H](C=1C=C(C=CC1)C1=CC(=CC=C1)F)N)=O (S)-3-amino-3-(3'-fluorobiphenyl-3-yl)propionic acid ethyl ester